C(N1CCC(CC1)C1=NN=C(O1)[C@]12CN(C[C@@]2(C1)C(F)(F)F)C1=C2C=CC=NC2=C(C=C1)C#N)([2H])([2H])[2H] 5-((1R,5S)-1-(5-(1-(methyl-d3)piperidin-4-yl)-1,3,4-oxadiazol-2-yl)-5-(trifluoromethyl)-3-Azabicyclo[3.1.0]hex-3-yl)quinoline-8-nitrile